Cl.Cl.OC1[C@H](O)[C@@H](O)[C@H](O[C@H]2[C@H](O)[C@@H](O)[C@@H](O)[C@H](O2)CO)[C@H](O1)CO lactose, dihydrochloride